C1=CC=CC=2C3=CC=CC=C3N(C12)C1=CC=C(C=O)C=C1 4-(9H-carbazol-9-yl)benzaldehyde